C(C)NC[C@H](O)[C@@H](O)[C@H](O)[C@H](O)CO N-ethylglucamin